1-((2S,5R)-2-(hydroxymethyl)-1,3-oxathiolan-5-yl)pyrimidine-2,4(1H,3H)-dione OC[C@H]1O[C@H](CS1)N1C(NC(C=C1)=O)=O